diethyl-(3-pyridyl)-borane C(C)B(C=1C=NC=CC1)CC